5-(3,5-difluorophenoxy)pyrazin-2-amine FC=1C=C(OC=2N=CC(=NC2)N)C=C(C1)F